(+/-)-endo-trans-tert-Butyl 2-(Hydroxymethyl)-3-(4-methoxyphenyl)-8-azabicyclo[3.2.1]octane-8-carboxylate OCC1C2CCC(CC1C1=CC=C(C=C1)OC)N2C(=O)OC(C)(C)C